(1s,3s)-3-(2-chloro-3-(9-(3-chlorobenzyl)-6-(1-methylcyclopropoxy)-9H-purin-8-yl)phenoxy)cyclobutane-1-carboxylic acid ClC1=C(OC2CC(C2)C(=O)O)C=CC=C1C=1N(C2=NC=NC(=C2N1)OC1(CC1)C)CC1=CC(=CC=C1)Cl